CN(CC1(CC1)COC=1N=C(C2=C(N1)CNC2)OCC2=C(C=CC=C2)[N+](=O)[O-])C N,N-dimethyl-1-(1-(((4-((2-nitrobenzyl)oxy)-6,7-dihydro-5H-pyrrolo[3,4-d]pyrimidin-2-yl)oxy)methyl)cyclopropyl)methanamine